tert-butyl 2-[4-[4-[(2,6-dioxo-3-piperidyl)amino]-2-fluoro-phenyl]-1-piperidyl]acetate O=C1NC(CCC1NC1=CC(=C(C=C1)C1CCN(CC1)CC(=O)OC(C)(C)C)F)=O